6-cyano-3-(2,2-difluoroethyl)-2,3-dihydrobenzopyran-4-one C(#N)C=1C=CC2=C(C(C(CO2)CC(F)F)=O)C1